4-(5-(1-methyl-1H-imidazole-5-carboxamido)benzo[d]oxazol-2-yl)picolinic acid CN1C=NC=C1C(=O)NC=1C=CC2=C(N=C(O2)C2=CC(=NC=C2)C(=O)O)C1